1-(4-((5-amino-6-fluoro-7-(8-methyl-2,3-dihydro-1H-pyrido[2,3-b][1,4]oxazin-7-yl)quinazolin-2-yl)amino)phenyl)-N-methylcyclohexane-1-carboxamide NC1=C2C=NC(=NC2=CC(=C1F)C1=C(C2=C(OCCN2)N=C1)C)NC1=CC=C(C=C1)C1(CCCCC1)C(=O)NC